6-(4-carbamoyl-4-(ethylamino)piperidin-1-yl)-8-(2-chlorophenyl)-9-(4-chlorophenyl)-9H-purine-2-carboxamide C(N)(=O)C1(CCN(CC1)C1=C2N=C(N(C2=NC(=N1)C(=O)N)C1=CC=C(C=C1)Cl)C1=C(C=CC=C1)Cl)NCC